8-fluoro-7-isopropoxy-2,3,4,5-tetrahydro-1H-benzo[c]azepine FC=1C(=CC2=C(CNCCC2)C1)OC(C)C